N,N-bis(4-bromophenyl)-4-amino-p-terphenyl BrC1=CC=C(C=C1)N(C1=CC=C(C=C1)C1=CC=C(C=C1)C1=CC=CC=C1)C1=CC=C(C=C1)Br